COC(C1=C(C=C(C(=C1)OCCCNC(CC1=CC(=CC=C1)F)=O)OC)[N+](=O)[O-])=O 5-(3-(2-(3-fluorophenyl)acetamido)propoxy)-4-methoxy-2-nitrobenzoic acid methyl ester